CC1=NC=CC(=C1)C1=CC=C(C=C1)S(=O)(=O)NCC1=CC=NC=C1 4-(2-methylpyridin-4-yl)-N-(pyridin-4-ylmethyl)-benzenesulfonamide